ClC=1N=CC=C2C1SC(=C2)C2C(=C(NC(=C2C=2OC(=NN2)C)CCC2CCOCC2)CC(C)C)C(=O)N 4-(7-chlorothieno[2,3-c]pyridin-2-yl)-2-isobutyl-5-(5-methyl-1,3,4-oxadiazol-2-yl)-6-(2-(tetrahydro-2H-pyran-4-yl)ethyl)-1,4-dihydropyridine-3-carboxamide